N-(4-(1-ethylpiperidin-4-yloxy)phenyl)-7-(1H-pyrazol-4-yl)thieno[3,2-d]pyrimidin-2-amine C(C)N1CCC(CC1)OC1=CC=C(C=C1)NC=1N=CC2=C(N1)C(=CS2)C=2C=NNC2